N=S1(CCCC1)=O 1-imino-1-oxothiolane